tert-butyl ((1r,4r)-4-(dibenzylamino)cyclohexyl)(methyl)carbamate C(C1=CC=CC=C1)N(C1CCC(CC1)N(C(OC(C)(C)C)=O)C)CC1=CC=CC=C1